(cyclohexyl-(methyl)amino)pyrimidine-4-carboxylic acid C1(CCCCC1)N(C)C1=NC=CC(=N1)C(=O)O